(4aR,8aS)-6-[6-[(3,5-difluoro-2-pyridyl)methyl]-2-azaspiro[3.3]heptane-2-carbonyl]-4,4a,5,7,8,8a-hexahydropyrido[4,3-b][1,4]oxazin-3-one FC=1C(=NC=C(C1)F)CC1CC2(CN(C2)C(=O)N2C[C@@H]3[C@@H](OCC(N3)=O)CC2)C1